C(N)(O[C@@H]1CC[C@H](CC1)CN1CCC2(CC(C2)NC(=O)OC(C)(C)C)CC1)=O (trans-4-((2-((tert-butoxycarbonyl) amino)-7-azaspiro[3.5]non-7-yl) methyl) cyclohexyl) carbamate